C(C)(C=1OCCN1)C=1OCCN1 ethylidenebis(2-oxazoline)